8-cyclopentyl-2-{[1-(methylsulfonyl)piperidin-4-yl]Amino}pyrido[2,3-d]Pyrimidine C1(CCCC1)N1CC=CC2=C1N=C(N=C2)NC2CCN(CC2)S(=O)(=O)C